1-(3-(5-(1-acetyl-3,3-dimethyl-1,2,3,6-tetrahydropyridin-4-yl)-4-amino-7-methyl-7H-pyrrolo[2,3-d]pyrimidin-6-yl)pyrrolidin-1-yl)prop-2-en-1-one C(C)(=O)N1CC(C(=CC1)C1=C(N(C=2N=CN=C(C21)N)C)C2CN(CC2)C(C=C)=O)(C)C